P(OC1=C(C=CC=C1)Br)([O-])=O (2-bromophenyl) phosphonate